C(C)(C)(C)OC(=O)N1CCC(=CC1)C1=CC(=C(C=C1)[N+](=O)[O-])O 4-(3-hydroxy-4-nitrophenyl)-3,6-dihydro-2H-pyridine-1-carboxylic acid tert-butyl ester